C1=CC=CC=2C3=CC=CC=C3C(C12)COC(=O)N[C@@H](CCC(NC[C@@H]1O[C@@H]([C@H]([C@@H]([C@H]1O)O)O)CO)=O)C(=O)O N2-(((9H-fluoren-9-yl)methoxy)carbonyl)-N5-(((2S,3R,4R,5S,6R)-3,4,5-trihydroxy-6-(hydroxymethyl)tetrahydro-2H-pyran-2-yl)methyl)-L-glutamine